2-(6,7-Difluoro-1H-indol-3-yl)-N-ethyl-2-oxo-N-propylacetamide FC1=CC=C2C(=CNC2=C1F)C(C(=O)N(CCC)CC)=O